OC[C@H](C)N1C=NC2=C(C1=O)C=C(N=C2C=2C=NC=CC2)C(=O)N(C)C (S)-3-(1-hydroxypropan-2-yl)-N,N-dimethyl-4-oxo-8-(pyridin-3-yl)-3,4-dihydropyrido[3,4-d]pyrimidine-6-carboxamide